5-[bis(3-methoxybenzyl)aminocarbonyloxymethoxy]dimethylaminobenzene COC=1C=C(CN(C(=O)OCOC=2C=CC=C(C2)N(C)C)CC2=CC(=CC=C2)OC)C=CC1